ClC1=C(C#N)C=C(C=C1)C(=O)N1CC=2C(=NN3C2C(N(CC3)C(C)C3=CC2=C(OC(O2)(F)F)C=C3)=O)C[C@H]1C 2-Chloro-5-((3R)-9-(1-(2,2-difluorobenzo[d][1,3]dioxol-5-yl)ethyl)-3-methyl-10-oxo-1,2,3,4,7,8,9,10-octahydropyrido[4',3':3,4]pyrazolo[1,5-a]pyrazine-2-carbonyl)benzonitrile